S1C(=CC=C1)CC(=O)N 2-thiopheneacetamide